C(C)(=O)N1C[C@@H](O[C@](C1)(CO[Si](C(C)C)(C(C)C)C(C)C)COC(C1=CC=CC=C1)(C1=CC=C(C=C1)OC)C1=CC=C(C=C1)OC)N1C(NC(C(=C1)C)=O)=O 1-[(2R,6S)-4-acetyl-6-[[bis(4-methoxyphenyl)-phenyl-methoxy]methyl]-6-(triisopropyl-siloxymethyl)morpholin-2-yl]-5-methyl-pyrimidine-2,4-dione